C(CCCC)C(C(O)C)CCCCCC 2-pentylmethyl-octanol